(E)-3-((3-(1-(3-methoxyphenyl)prop-1-en-1-yl)pyridin-2-yl)amino)-5,5-dimethylcyclohex-2-en-1-one COC=1C=C(C=CC1)/C(=C\C)/C=1C(=NC=CC1)NC1=CC(CC(C1)(C)C)=O